tert-butyl (2R,4R)-4-((6-(4-hydroxyphenyl)imidazo[1,5-a]pyridin-8-yl)oxy)-2-methylpiperidine-1-carboxylate OC1=CC=C(C=C1)C=1C=C(C=2N(C1)C=NC2)O[C@H]2C[C@H](N(CC2)C(=O)OC(C)(C)C)C